[Mn+2].ClC1=CC=C(C=C1)C=1C2=CC=C(N2)C(=C2C=CC(C(=C3C=CC(=C(C=4C=CC1N4)C4=CC=C(C=C4)Cl)N3)C3=CC=C(C=C3)Cl)=N2)C2=CC=C(C=C2)O 5,10,15-tris(p-chlorophenyl)-20-(p-hydroxyphenyl)porphyrin manganese (II)